FC1=CC=C(C=C1)S(=O)(=O)N1CC(N(CC1)C1=CC(=CC(N1)=O)N1C(COCC1)C)C(F)(F)F 6-[4-(4-fluorophenyl)sulfonyl-2-(trifluoromethyl)piperazin-1-yl]-4-(3-methylmorpholin-4-yl)-1H-pyridin-2-one